6-Amino-3,5-dimethylquinazolin-4(3H)-one NC=1C(=C2C(N(C=NC2=CC1)C)=O)C